O=C1N(C(C=N1)=O)CC1=CC(=C(C#N)C=C1F)F 4-[(2,5-Dioxoimidazol-1-yl)methyl]-2,5-difluorobenzonitrile